2-(3-chlorophenyl)-1-hydroxy-4-methyl-1H-imidazole-5-carboxylic acid ethyl ester C(C)OC(=O)C1=C(N=C(N1O)C1=CC(=CC=C1)Cl)C